ethyl 1-(3-chloropyridin-2-yl)-3-((1,1-dioxidothietan-3-yl)oxy)-1H-pyrazole-5-carboxylate ClC=1C(=NC=CC1)N1N=C(C=C1C(=O)OCC)OC1CS(C1)(=O)=O